4-(2,2-dimethyl-3-((3-(trifluoromethyl)pyridin-2-yl)oxy)propanamido)-2-methylpyrrolidine-1-carboxylic acid tert-butyl ester C(C)(C)(C)OC(=O)N1C(CC(C1)NC(C(COC1=NC=CC=C1C(F)(F)F)(C)C)=O)C